(R)-4-(((2R,3R,4R,5S,6S)-6-((7H-purin-6-yl)amino)-4,5-dihydroxy-2-(hydroxymethyl)tetrahydro-2H-pyran-3-yl)amino)-3-amino-4-oxobutanoic acid N1=CN=C2N=CNC2=C1N[C@@H]1[C@H]([C@@H]([C@H]([C@@H](O1)CO)NC([C@@H](CC(=O)O)N)=O)O)O